2,2'-dilithio-6-fluoro-1,1'-biphenyl [Li]C1=C(C(=CC=C1)F)C1=C(C=CC=C1)[Li]